3-(chloromethyl)-5-(5-(difluoromethyl)thiophen-2-yl)-2-methylpyridine hydrochloride Cl.ClCC=1C(=NC=C(C1)C=1SC(=CC1)C(F)F)C